C(C)(C)(C)N1CCC(CC1)C1=CC=C(C=2N=C(OC21)C)N tert-butyl-4-(4-amino-2-methyl-1,3-benzoxazol-7-yl)piperidine